(2,2-Dimethylhydrazino)-6-(6-(trifluoromethyl)pyridin-2-yl)-N-(2-(trifluoromethyl)pyridin-4-yl)-1,3,5-triazin-2-amine CN(NC1=NC(=NC(=N1)C1=NC(=CC=C1)C(F)(F)F)NC1=CC(=NC=C1)C(F)(F)F)C